(S)-N-(5-(3-hydroxypyrrolidin-1-yl)-1-methyl-1H-indazol-6-yl)-2-(2-methylpyrimidin-4-yl)oxazole-4-carboxamide hydrochloride Cl.O[C@@H]1CN(CC1)C=1C=C2C=NN(C2=CC1NC(=O)C=1N=C(OC1)C1=NC(=NC=C1)C)C